C1(=CC=CC=C1)C(C)(C)C1=CC=C(N)C=C1 4-(2-phenylprop-2-yl)aniline